C(#N)N=S(C(OCC1=CC=CC=C1)=S)CC1=CC=CC=C1 dibenzyl cyanoiminodithiocarbonate